NC1=CC(=C(C(=N1)C1=C(C=C2C(=NC(=NC2=C1F)OCC1NCCC1)N1C(CN(CC1)C(C=C)=O)C)Cl)C(F)(F)F)C 1-(4-(7-(6-amino-4-methyl-3-(trifluoromethyl)pyridin-2-yl)-6-chloro-8-fluoro-2-(pyrrolidin-2-ylmethoxy)quinazolin-4-yl)-3-methylpiperazin-1-yl)prop-2-en-1-one